FC1=CC=C(C=C1)NC(=O)C1(CC1)C(=O)NC1=CC=C(OC2=CC=NC3=CC(=C(C=C23)OC)C(=O)O)C=C1 4-[4-[[1-[(4-fluorophenyl)carbamoyl]cyclopropanecarbonyl]amino]phenoxy]-6-methoxyquinoline-7-carboxylic acid